C1(CC1)CNC1=NC(=CC2=C1N=C(N=C2)N[C@@H]2COCC[C@@H]2NC(C=C)=O)C2=C(C(=CC(=C2F)OC)OC)F N-((3S,4S)-3-((8-((cyclopropylmeth-yl)amino)-6-(2,6-difluoro-3,5-dimeth-oxyphenyl)pyrido[3,4-d]pyrimidin-2-yl)amino)tetrahydro-2H-pyran-4-yl)acrylamide